C(C)(C)(C)OC(=O)N[C@@H](CO[Si](C1=CC=CC=C1)(C1=CC=CC=C1)C(C)(C)C)C(=O)OC methyl N-(tert-butoxycarbonyl)-O-(tert-butyldiphenylsilyl)serinate